NC=1NC(C=2N(C(N(C2N1)[C@@H]1O[C@@H](C[C@H]1O)CO)=O)CC(C)C)=O 2-amino-9-((2r,3r,5s)-3-hydroxy-5-(hydroxymethyl)tetrahydrofuran-2-yl)-7-isobutyl-7,9-dihydro-1H-purine-6,8-dione